C1(=CC=CC=C1)C(C1=CC=CC=C1)=NC(CC(=O)C1=CC=C(C=C1)OC)C1=CC=C(C=C1)C 3-((diphenylmethylene)amino)-1-(4-methoxyphenyl)-3-(p-tolyl)propan-1-one